methyl 6-chloro-3,5-dimethyl-1H-indole-2-carboxylate ClC1=C(C=C2C(=C(NC2=C1)C(=O)OC)C)C